BrC=1N=C(C2=C(NC3=CC=CC=C23)N1)N[C@@H]1CC[C@H](CC1)N1CCOCC1 bromo-N-(trans-4-morpholinocyclohexyl)-9H-pyrimido[4,5-b]indol-4-amine